N[C@H](C)C1=CC(=C2CN(C(C2=C1)=O)C1=CC(=CC=C1)C1(CC(C1)(F)F)CC1=NN=CN1C)C(F)(F)F (R)-6-(1-aminoethyl)-2-(3-(3,3-difluoro-1-((4-methyl-4H-1,2,4-triazol-3-yl)methyl)cyclobutyl)phenyl)-4-(trifluoromethyl)isoindolin-1-one